5-hydroxy-N-(3-(hydroxymethyl)phenyl)-1-(pyridin-2-yl)-1H-pyrazole-3-carboxamide OC1=CC(=NN1C1=NC=CC=C1)C(=O)NC1=CC(=CC=C1)CO